benzo[d]isoxazol-3-yl-(2-methyl-3-phenyl-2,4,5,7-tetrahydro-6H-pyrazolo[3,4-c]pyridin-6-yl)methanone O1N=C(C2=C1C=CC=C2)C(=O)N2CC=1C(CC2)=C(N(N1)C)C1=CC=CC=C1